ClC1=CC(=C(NC=2C(=C(C=NC2)CC2=CC(=C(C=C2)NC(OC(C)(C)C)=O)OC)C)C=C1)F tert-butyl N-[4-[[5-(4-chloro-2-fluoro-anilino)-4-methyl-3-pyridyl]methyl]-2-methoxy-phenyl]carbamate